CC1C(CCCC1)Br o-methylcyclohexyl bromide